3,9-bis-{1,1-dimethyl-2-[3-(3-t-butyl-4-Hydroxy-5-methylphenyl)propionyloxy]ethyl}-2,4,8,10-tetraoxaspiro(5.5)undecane CC(COC(CCC1=CC(=C(C(=C1)C)O)C(C)(C)C)=O)(C)C1OCC2(CO1)COC(OC2)C(COC(CCC2=CC(=C(C(=C2)C)O)C(C)(C)C)=O)(C)C